CC=1C=2N(C=C(N1)C)N=C(C2)C=2N=C1N(C(C2)=O)C=C(C=C1C)N1C[C@@H](NCC1)CC 2-(4,6-dimethylpyrazolo[1,5-a]pyrazin-2-yl)-7-[(3S)-3-ethylpiperazin-1-yl]-9-methyl-4H-pyrido[1,2-a]pyrimidin-4-one